C(C1=CC=C(C(=O)OC2CC(N(C(C2)(C)C)O)(C)C)C=C1)(=O)OC1CC(N(C(C1)(C)C)O)(C)C Bis(1-oxyl-2,2,6,6-tetramethylpiperidin-4-yl) terephthalate